3-(bis(4-methoxyphenyl)methylene)-2-methylisoindolin-1-one COC1=CC=C(C=C1)C(=C1N(C(C2=CC=CC=C12)=O)C)C1=CC=C(C=C1)OC